C(C)(=O)NCCNCC1=C(C=C(C=C1)C1=NC=CC(=C1Cl)C=1C(=C(C=CC1)C1=CC=C(C(=N1)OC)CNCCNC(C)=O)Cl)OC N-(2-(((6-(3-(2-(4-(((2-Acetamidoethyl)amino)methyl)-3-methoxyphenyl)-3-chloropyridin-4-yl)-2-chlorophenyl)-2-methoxypyridin-3-yl)methyl)amino)ethyl)acetamide